N[C@H](C(=O)NC1=CC(=C(C=C1)C1=C2C(=NC=C1)NC=C2)C(F)(F)F)CC2=CC=CC=C2 (2S)-2-Amino-3-phenyl-N-[4-(1H-pyrrolo[2,3-b]pyridin-4-yl)-3-(trifluoromethyl)phenyl]propanamide